C(CCC(=O)O)(=O)O.C(C(C)C)N(CCCN1CCN(CC1)CCCNC1=NC2=C(N1)C=CC=C2)CC(C)C N-(3-(4-(3-(diisobutylamino)propyl)piperazin-1-yl)propyl)-1H-benzo[d]imidazol-2-amine succinate salt